C(#N)C=1C=C(C=CC1)[C@]1(OCC1)CNC(=O)[C@@H]1[C@H](C1)C1CC(C1)(F)F |&1:16,17| (1SR,2RS)-N-[[(2S)-2-(3-cyanophenyl)oxetan-2-yl]methyl]-2-(3,3-difluorocyclobutyl)cyclopropanecarboxamide